C(C)(=O)O[C@@H]1CC2=CC[C@H]3[C@@H]4CC(C[C@@]4(C=C)CC[C@@H]3[C@]2(CC1)C)=O methylene-16-oxo-androst-5-ene-3β-ol acetate